N1=CN=CC2=C1N=CC(=C2)C(=O)O pyrido[2,3-d]pyrimidin-6-carboxylic acid